6-chloro-N-(5-fluoro-2-pyridyl)-1H-indazol-5-amine ClC1=C(C=C2C=NNC2=C1)NC1=NC=C(C=C1)F